NCC1=NNC(C2=C(C=C(C=C12)C1=C(N(N=C1)C)C1=C(C2=CC=CC=C2C(=C1F)Cl)C#N)Cl)=O (M)-2-[4-[4-(aminomethyl)-8-chloro-1-oxo-2H-phthalazin-6-yl]-2-methyl-pyrazol-3-yl]-4-chloro-3-fluoro-naphthalene-1-carbonitrile